ClC=1C(=NC=C(C1)OC)N1CCN(CC1)C(=O)OC(C)(C)C tert-butyl 4-(3-chloro-5-methoxy-2-pyridyl)piperazine-1-carboxylate